N12CC(C(CC1)CC2)N(C(O)=O)[C@H]2C(CC1=CC(=CC=C21)C2=CC(=C(C=C2)OCC)F)(C)C.BrC2=CC(=CC=C2)CCN=C=O 1-bromo-3-(2-isocyanatoethyl)benzene (S)-quinuclidin-3-yl-(5-(4-ethoxy-3-fluorophenyl)-2,2-dimethyl-2,3-dihydro-1H-inden-1-yl)carbamat